3,5-dihydroxybenzamide hydrochloride Cl.OC=1C=C(C(=O)N)C=C(C1)O